(R)-1-(3,5-dihydroxy-4-METHYLPHENYL)-1-hydroxyhept-5E-en-2-one OC=1C=C(C=C(C1C)O)[C@H](C(CC\C=C\C)=O)O